chlorodiethyl-(ethynyl)silane Cl[Si](C#C)(CC)CC